5-(4-(2,6-dibromopyridin-4-yl)phenyl)-5-oxopentanoic acid methyl ester COC(CCCC(=O)C1=CC=C(C=C1)C1=CC(=NC(=C1)Br)Br)=O